FC(C1(CCN(CC1)C(=O)OC(C)(C)C)O[Si](C)(C)C)F tert-Butyl 4-(difluoromethyl)-4-(trimethylsilyloxy)piperidine-1-carboxylate